N-(3-Cyano-6-(3-fluorobenzyl)-4,5,6,7-tetrahydrothieno[2,3-c]pyridin-2-yl)-2-(4-(methylsulfonyl)phenyl)-acetamid C(#N)C1=C(SC=2CN(CCC21)CC2=CC(=CC=C2)F)NC(CC2=CC=C(C=C2)S(=O)(=O)C)=O